O=C1N(CCC1)C1=C(C=CC=C1)S(=O)(=O)OCC Ethyl 2-(2-oxopyrrolidin-1-yl)benzenesulfonate